CN1CC(C1)(C)[C@@](O)(C1=CC(=CC=C1)C1=NC(=NO1)C(F)(F)F)C1=CC=C(C=C1)OC(F)(F)F (S)-(1,3-Dimethyl-azetidin-3-yl)-(4-trifluoromethoxy-phenyl)-[3-(3-trifluoromethyl-[1,2,4]oxadiazol-5-yl)-phenyl]-methanol